N[C@H](C(=O)N1[C@@H]([C@H]2C([C@H]2C1)(C)C)C(=O)N[C@@H](C[C@H]1C(NC2(CC2)C1)=O)C#N)[C@@H](C)OCC(F)(F)F (1R,2S,5S)-3-[(2S,3R)-2-amino-3-(2,2,2-trifluoroethoxy)butanoyl]-N-[(1S)-1-cyano-2-[(6R)-5-oxo-4-azaspiro[2.4]heptan-6-yl]ethyl]-6,6-dimethyl-3-azabicyclo[3.1.0]hexane-2-carboxamide